6-(4-{bis[(2S,3R,4R,5R)-2,3,4,5,6-pentahydroxyhexyl]Amino}piperidine-1-carbonyl)-1,3-diethyl-1H-1,3-benzodiazole O[C@@H](CN(C1CCN(CC1)C(=O)C=1C=CC2=C(N(CN2CC)CC)C1)C[C@@H]([C@H]([C@@H]([C@@H](CO)O)O)O)O)[C@H]([C@@H]([C@@H](CO)O)O)O